COC=1C=CC2=C(N(C(=N2)C)C)C1CNC(=O)C1=CSC(=C1)C(F)(F)F N-((6-methoxy-1,2-dimethyl-1H-benzimidazol-7-yl)methyl)-5-(trifluoromethyl)-thiophene-3-carboxamide